benzyl 2-bromoethyl ether BrCCOCC1=CC=CC=C1